C(OC1CCC(CC1)C(C)(C)C)(OOOOC(OC1CCC(CC1)C(C)(C)C)=O)=O Di(4-tert-butylcyclohexyl) peroxy dicarbonate